(1S,4S)-2,5-diazabicyclo(2.2.1)heptane-2-carboxylic acid tert-butyl ester C(C)(C)(C)OC(=O)N1[C@@H]2CN[C@H](C1)C2